(Benzofuroindolyl)Quinazoline N1C(=CC2=CC=C3C(=C12)C1=C(O3)C=CC=C1)C1=NC3=CC=CC=C3C=N1